Cl.ClC(CN(C)C)C1=CC(=C(C=C1)Cl)Cl 2-chloro-2-(3,4-dichlorophenyl)-N,N-dimethyl-ethanamine hydrochloride